N-[4-[[3-[2-[(1r,4r)-(4-aminocyclohexyl)amino]pyrimidin-4-yl]-2-pyridyl]amino]-3-fluorophenyl]2-chlorobenzenesulfonamide NC1CCC(CC1)NC1=NC=CC(=N1)C=1C(=NC=CC1)NC1=C(C=C(C=C1)NS(=O)(=O)C1=C(C=CC=C1)Cl)F